1-Ethylpyridinium tetrafluoroborate F[B-](F)(F)F.C(C)[N+]1=CC=CC=C1